azobis(diethyl 2-methylpropionate) N(=NC(C(=O)[O-])(C(CC)CC)C)C(C(=O)[O-])(C(CC)CC)C